methyl (Z)-2-(((benzyloxy)carbonyl)amino)-3-(2-bromo-3-fluorophenyl)acrylate C(C1=CC=CC=C1)OC(=O)N\C(\C(=O)OC)=C/C1=C(C(=CC=C1)F)Br